(R)-4-(2-(3-amino-3-methylbut-1-yn-1-yl)-7-(4-bromo-3-(trifluoromethyl)benzoyl)-6-methyl-4-oxo-5,6,7,8-tetrahydropyrido[3,4-d]pyrimidin-3(4H)-yl)-N-methylbenzamide NC(C#CC=1N(C(C2=C(N1)CN([C@@H](C2)C)C(C2=CC(=C(C=C2)Br)C(F)(F)F)=O)=O)C2=CC=C(C(=O)NC)C=C2)(C)C